OCC1(O)[C@@H](O)[C@@H](O)[C@H](O)CO1 D-lyxo-Hex-2-ulopyranose